BrN1C(C(C2=CC=C(C=C12)C(F)(F)F)F)=O bromo-3-fluoro-6-(trifluoromethyl)indolin-2-one